2-Bromo-3-methyl-1,4-naphthoquinone 1'-(4-amino-5-Methoxy-2-(1-methyl-1H-pyrazol-4-yl)phenyl)-[4,4'-bipiperidine]-1-carboxylate NC1=CC(=C(C=C1OC)N1CCC(CC1)C1CCN(CC1)C(=O)O)C=1C=NN(C1)C.BrC=1C(C2=CC=CC=C2C(C1C)=O)=O